N1,N1-bis([1,1'-biphenyl]-4-yl)-2-chloro-N3,N3-diphenylbenzene-1,3-diamine C1(=CC=C(C=C1)N(C1=C(C(=CC=C1)N(C1=CC=CC=C1)C1=CC=CC=C1)Cl)C1=CC=C(C=C1)C1=CC=CC=C1)C1=CC=CC=C1